7-bromo-8-fluoro-2-((((S)-1-methylpyrrolidin-2-yl)methoxy)quinazolin-4-yl)-2-(cyanomethyl)piperazine-1-carboxylate BrC1=CC=C2C(=NC(=NC2=C1F)OC[C@H]1N(CCC1)C)C1(N(CCNC1)C(=O)[O-])CC#N